rac-(3aS,4aS,5aR,6aS)-5,5-dichloro-4a-(3-(trifluoromethyl)phenyl)octahydro-cyclopropa[4,5]benzo[1,2-d]imidazol-2(1H)-one ClC1([C@]2(C[C@H]3[C@@H](NC(N3)=O)C[C@H]21)C2=CC(=CC=C2)C(F)(F)F)Cl |r|